6-[3-(Difluoromethyl)-4-fluoro-phenyl]-1-[(5-fluoro-3-pyridyl)methyl]pyrazolo[3,4-b]pyrazine FC(C=1C=C(C=CC1F)C1=CN=C2C(=N1)N(N=C2)CC=2C=NC=C(C2)F)F